COC1=C(C=CC=C1OC)CNCCC1=CC(=C(OCCO)C=C1)OC 2-[4-(2-{[(2,3-dimethoxyphenyl)methyl]amino}ethyl)-2-methoxyphenoxy]ethanol